tri-tert-butylbenzene CC(C)(C)C1=C(C(=CC=C1)C(C)(C)C)C(C)(C)C